tert-butyl 8-(2-benzylmorpholino)-2-chloro-7,8-dihydro-1,6-naphthyridine-6(5H)-carboxylate C(C1=CC=CC=C1)C1OCCN(C1)C1CN(CC=2C=CC(=NC12)Cl)C(=O)OC(C)(C)C